C(CCC)N(C(C(=C)CCN)=O)CCCC N,N-di(n-butyl)-aminoethyl-acrylamide